BrC1=C2C=CC(=CC2=CC=C1)C(O)C1CCCCC1 (5-bromo-2-naphthyl)-cyclohexyl-methanol